3-(cyclopropylethynyl)-4-fluoroaniline C1(CC1)C#CC=1C=C(N)C=CC1F